(5S,6S,9R)-5-amino-6-(2,3-difluorophenyl)-6,7,8,9-tetrahydro-5H-cyclohept[b]pyridin-9-yl-4-(2-Oxo-2,3-dihydro-1H-imidazo[4,5-b]pyridin-1-yl)azepane-1-carboxylate N[C@H]1[C@@H](CC[C@H](C2=NC=CC=C21)OC(=O)N2CCC(CCC2)N2C(NC1=NC=CC=C12)=O)C1=C(C(=CC=C1)F)F